N-(3,4-dichlorobenzyl)-N-methylacetamid ClC=1C=C(CN(C(C)=O)C)C=CC1Cl